2-(trichloromethyl)pyrimido[1,2-a]benzimidazole ClC(C1=NC2=NC3=C(N2C=C1)C=CC=C3)(Cl)Cl